(2R)-1-[(4aS,8aS)-3,4,4a,5,6,7,8,8a-octahydro-2H-quinolin-1-yl]-3-[benzyl(methyl)amino]-2-[(2,4-dimethoxyphenyl)methylamino]propan-1-one N1(CCC[C@@H]2CCCC[C@H]12)C([C@@H](CN(C)CC1=CC=CC=C1)NCC1=C(C=C(C=C1)OC)OC)=O